OC=1C=C2CC[C@@H]([C@@H](C2=CC1)C1=CC=C(C=C1)N1CCC(CC1)C=O)C1=CC=CC=C1 1-{4-[(1R,2S)-6-hydroxy-2-phenyl-1,2,3,4-tetrahydronaphthalen-1-yl]phenyl}piperidine-4-carbaldehyde